C(CCCCC(=O)[O-])(=O)OCC 2-ethyl adipate